3-(2-Fluoro-5-(3-phenylpropyloxy)phenyl)propionic acid FC1=C(C=C(C=C1)OCCCC1=CC=CC=C1)CCC(=O)O